N1(CCCCCC1)CCN1CC(NCC2=C1C=CC=C2)=O 1-(2-(Azepan-1-yl)ethyl)-1,2,4,5-tetrahydro-3H-benzo[e][1,4]diazepin-3-one